C1(CC1)C(=O)N1[C@H]([C@H]([C@H](C1)F)NS(=O)(=O)CC)CC=1C=C(C=CC1)C1=CC(=CC=C1)F N-{(2S,3R,4S)-1-(cyclopropanecarbonyl)-4-fluoro-2-[(3'-fluoro[1,1'-biphenyl]-3-yl)methyl]pyrrolidin-3-yl}ethanesulfonamide